NC1=CC=CC=2N(C(N(C21)C)=O)C2C(NC(CC2)=O)=O 3-(4-amino-3-methyl-2-oxo-benzoimidazol-1-yl)piperidine-2,6-dione